NC=1C=CC(=NC1)C(=O)NC=1C=NC(=CC1)C(NC=1C=CC=C2C=CC=NC12)=O 5-amino-N-(6-(quinolin-8-ylcarbamoyl)pyridin-3-yl)picolinamide